BrCC1=C(C=C(C=C1)C)F 1-(bromomethyl)-2-fluoro-4-methyl-benzene